(1-butylheptyl)(1,2-dimethylpentyl)phosphinic acid C(CCC)C(CCCCCC)P(O)(=O)C(C(CCC)C)C